3,4-dihydroxyphenylethanol formate C(=O)OC(C)C1=CC(=C(C=C1)O)O